N-(4-(aminomethyl)phenyl)-4-(((3R,4R)-1-(2-cyanoacetyl)-4-methylpiperidin-3-yl)(methyl)amino)-7H-pyrrolo[2,3-d]pyrimidine-7-thioamide NCC1=CC=C(C=C1)NC(=S)N1C=CC2=C1N=CN=C2N(C)[C@H]2CN(CC[C@H]2C)C(CC#N)=O